tert-butyl (S)-2-((7-((4-chloro-2-fluorophenyl) amino)-3,4-dihydroisoquinolin-2(1H)-yl) methyl)-1-((oxetan-2-yl) methyl)-1H-benzo[d]imidazole-6-carboxylate ClC1=CC(=C(C=C1)NC1=CC=C2CCN(CC2=C1)CC1=NC2=C(N1C[C@H]1OCC1)C=C(C=C2)C(=O)OC(C)(C)C)F